N(=[N+]=[N-])CCCCCCC(=O)NO[Si](C1=CC=CC=C1)(C1=CC=CC=C1)C(C)(C)C 7-azido-N-((tert-butyldiphenylsilyl)oxy)heptanamide